3-hydroxy-N-(2,4-dichlorophenyl)pyrazole OC1=NN(C=C1)C1=C(C=C(C=C1)Cl)Cl